4-isopropylbenzo[b]thiophene C(C)(C)C1=CC=CC=2SC=CC21